(R,E)-6-(6-(2-(5-Cyclopropyl-3-(2-(trifluoromethyl)pyridin-3-yl)isoxazol-4-yl)vinyl)-2-azaspiro[3.3]heptan-2-yl)-4-((tetrahydrofuran-3-yl)oxy)chinolin C1(CC1)C1=C(C(=NO1)C=1C(=NC=CC1)C(F)(F)F)/C=C/C1CC2(CN(C2)C=2C=C3C(=CC=NC3=CC2)O[C@H]2COCC2)C1